6,8-dimethylquinoline CC=1C=C2C=CC=NC2=C(C1)C